fluoro-5-(2-(3-methoxy-5-methylphenylamino)-5-methylpyrimidin-4-ylamino)benzo[d]oxazol-2(3H)-one FN1C(OC2=C1C=C(C=C2)NC2=NC(=NC=C2C)NC2=CC(=CC(=C2)C)OC)=O